tert-butyl (3R,4R)-4-{[7-(difluoromethoxy)-4-(1-methyl-3-phenyl-1H-pyrazol-4-yl) quinazolin-6-yl] oxy}-3-fluoropiperidine-1-carboxylate FC(OC1=C(C=C2C(=NC=NC2=C1)C=1C(=NN(C1)C)C1=CC=CC=C1)O[C@H]1[C@@H](CN(CC1)C(=O)OC(C)(C)C)F)F